C(CCCCC)OCC(CC)O 1-(hexyloxy)-2-butanol